C(C)(C)(C)N1N=C(C(=C1NC1=NC=CN=C1)C(=O)N)C1=CC(=C(C=C1)[N+](=O)[O-])OCC1=NC=C(C=C1)Cl 1-tert-butyl-3-{3-[(5-chloropyridin-2-yl)methoxy]-4-nitrophenyl}-5-[(pyrazin-2-yl)amino]-1H-pyrazole-4-carboxamide